ClC=1C=C(CN2CCCC23CCN(CC3)C(=O)OC(C(F)(F)F)C(F)(F)F)C=C(C1)N1CCOCC1 1,1,1,3,3,3-hexafluoropropan-2-yl 1-(3-chloro-5-morpholinylbenzyl)-1,8-diazaspiro[4.5]decane-8-carboxylate